5-((bis(4-methoxyphenyl)(phenyl)methoxy)methyl)-4-fluoro-2-(2-isobutyramido-6-oxo-1,6-dihydro-9H-purin-9-yl)tetrahydrofuran-3-yl phosphonate P(OC1C(OC(C1F)COC(C1=CC=CC=C1)(C1=CC=C(C=C1)OC)C1=CC=C(C=C1)OC)N1C=2N=C(NC(C2N=C1)=O)NC(C(C)C)=O)([O-])=O